CN1C(C(=CC2=CN=C(C=C12)NC(=O)C1CC1)C=1C(=NC=CC1)C)=O N-[1-methyl-3-(2-methylpyridin-3-yl)-2-oxo-1,6-naphthyridin-7-yl]cyclopropanecarboxamide